COC(C1=CC(=NC=C1N1CC(CCC1)(NC(=O)OC)C=1N=C(SC1)Cl)C1=CC=C(C=C1)F)=O 5-(3-(2-Chlorothiazol-4-yl)-3-((methoxycarbonyl)amino)piperidin-1-yl)-2-(4-fluorophenyl)isonicotinic acid methyl ester